2-[5-amino-3-(4-methoxyphenyl)-1H-pyrazol-1-yl]thiazole-4-carboxylic acid anilide NC1=CC(=NN1C=1SC=C(N1)C(=O)NC1=CC=CC=C1)C1=CC=C(C=C1)OC